[Fe].CCC(CC(CC)=O)=O.CCC(CC(CC)=O)=O.CCC(CC(CC)=O)=O tris(heptane-3,5-dione) iron